ClC=1C=C(C=CC1)[C@@H]1C[C@H](C1)NC[C@@H](COC1=CC=C(C=C1)N(S(=O)(=O)C)C)O N-(4-((S)-3-((trans-3-(3-chlorophenyl)cyclobutyl)amino)-2-hydroxypropoxy)phenyl)-N-methylmethanesulfonamide